BrC1=C(C(=CC(=C1)F)F)NC(OC(C)(C)C)=O tert-Butyl N-(2-bromo-4,6-difluoro-phenyl)carbamate